C1(CC1)C1=NN(C=N1)C1CC2(CN(C2)C(=O)N2CC(C2)C23CC(C2)(C3)C3=NN=C(N3)C3CC3)C1 [6-(3-cyclopropyl-1,2,4-triazol-1-yl)-2-azaspiro[3.3]heptan-2-yl]-[3-[3-(5-cyclopropyl-4H-1,2,4-triazol-3-yl)-1-bicyclo[1.1.1]pentanyl]azetidin-1-yl]methanone